N1=CC=CC=2CCC/C(/C12)=N\NC(=S)N1C[C@@H]2CN(C[C@@H]2C1)C1=NC=CC=C1 (3aR,6aS)-N'-((E)-6,7-dihydroquinolin-8(5H)-ylidene)-5-(pyridin-2-yl)hexahydropyrrolo[3,4-c]pyrrole-2(1H)-thiohydrazide